3,6,9,12,15-pentaoxaheptadecane CCOCCOCCOCCOCCOCC